4-(2-hydroxyethyl)benzenediazonium tetrafluoroborate salt F[B-](F)(F)F.OCCC1=CC=C(C=C1)[N+]#N